N-((S)-2-cyano-1-(4-(ethylsulfonyl)phenyl)ethyl)benzamide C(#N)C[C@@H](C1=CC=C(C=C1)S(=O)(=O)CC)NC(C1=CC=CC=C1)=O